(S)-N-(2-morpholino-2-(4-(trifluoromethyl)phenyl)ethyl)-4-(trifluoromethoxy)benzenesulfonamide O1CCN(CC1)[C@H](CNS(=O)(=O)C1=CC=C(C=C1)OC(F)(F)F)C1=CC=C(C=C1)C(F)(F)F